tert-butyl 6-amino-1-oxo-1,3-dihydrospiro[indene-2,4-piperidine]-1'-carboxylate NC1=CC=C2CC3(CCN(CC3)C(=O)OC(C)(C)C)C(C2=C1)=O